methyl (S)-2-(1-(4-(2-(4-(3-(4-(((tert-butoxycarbonyl)amino)methyl)phenyl)ureido) phenyl)acetyl) morpholine-3-carbonyl)piperidin-4-yl)acetate C(C)(C)(C)OC(=O)NCC1=CC=C(C=C1)NC(NC1=CC=C(C=C1)CC(=O)N1[C@@H](COCC1)C(=O)N1CCC(CC1)CC(=O)OC)=O